bis(2-methoxy-4-vinylphenoxy)dimethylsilane diethyl-(E)-2-methylbut-2-enedioate C(C)OC(\C(=C\C(=O)OCC)\C)=O.COC1=C(O[Si](C)(C)OC2=C(C=C(C=C2)C=C)OC)C=CC(=C1)C=C